NC=1C(=CC(=NC1F)C1=NC(=NC(=N1)NC(C(F)(F)F)C)NC(C(F)(F)F)C)F 6-(5-amino-4,6-difluoropyridin-2-yl)-N2,N4-bis(1,1,1-trifluoroprop-2-yl)-1,3,5-triazine-2,4-diamine